6-((6-bromo-2-methylpyridin-3-yl)sulfonyl)-2,6-diazaspiro[3.3]heptane-2-carboxylate BrC1=CC=C(C(=N1)C)S(=O)(=O)N1CC2(CN(C2)C(=O)[O-])C1